3-Cyclopentyl-1-{5-ethynyl-2-[(4-methanesulfonylphenyl)amino]pyrido[2,3-d]pyrimidin-7-yl}urea C1(CCCC1)NC(NC=1C=C(C2=C(N=C(N=C2)NC2=CC=C(C=C2)S(=O)(=O)C)N1)C#C)=O